Cl.N[C@@H](CC1=CNC=N1)C(=O)O L-HISTIDINE HCL